CC1=C(CNC(=O)C(=O)NCC2=C(C=C(C=C2)C)C)C=CC(=C1)C N,N'-bis(2,4-dimethylbenzyl)-oxamide